Ethyl (1R,2S,3S,4R)-3-((7-(dimethylamino)-2-(5-fluoro-1-tosyl-1H-pyrrolo[2,3-b]pyridin-3-yl)pyrrolo[2,1-f][1,2,4]triazin-4-yl)amino)bicyclo[2.2.2]octane-2-carboxylate CN(C1=CC=C2C(=NC(=NN21)C2=CN(C1=NC=C(C=C12)F)S(=O)(=O)C1=CC=C(C)C=C1)N[C@@H]1[C@H](C2CCC1CC2)C(=O)OCC)C